(S)-6-(1-amino-1,3-dihydrospiro[indene-2,4'-piperidin]-1'-yl)-3-(1-(6-chloropyridazin-4-yl)cyclopropyl)-1,5-dihydro-4H-pyrazolo[3,4-d]pyrimidin-4-one N[C@@H]1C2=CC=CC=C2CC12CCN(CC2)C=2NC(C1=C(N2)NN=C1C1(CC1)C1=CN=NC(=C1)Cl)=O